COC1=C2CC3(CCN(CC3)C(=O)OC(C)(C)C)C(C2=CC=C1)=O tert-butyl 4-methoxy-1-oxo-spiro[indane-2,4'-piperidine]-1'-carboxylate